C(C)(C)C1=C(C=CC=C1)C=1N=C(C2=C(N1)N=CC=C2)NCC2CCN(CC2)C=2N(C=CN2)C 2-(2-isopropylphenyl)-N-((1-(1-methyl-1H-imidazol-2-yl)piperidin-4-yl)methyl)pyrido[2,3-d]pyrimidin-4-amine